[NH4+].C(CCCCCCCCCCCCC)(=O)C(C(C)(C)C)(C)C(CCCCCCCCCCCCC)=O dimyristoyltrimethyl-propane ammonium